BrC1=CC=C(C=N1)C(C(F)F)O 1-(6-bromo-3-pyridinyl)-2,2-difluoro-ethanol